Isoamyl-methylbutyrate C(CC(C)C)C(C(=O)[O-])(CC)C